CCN(CC)S(=O)(=O)C1=CC=C(C=C1)C N,N-diethyl-p-toluenesulfonamide